tert-butyl 3-(3-(5-chloro-2-(((3S,4R)-3-hydroxytetrahydro-2H-pyran-4-yl)amino)pyrimidin-4-yl)pyrazolo[1,5-a]pyridin-6-yl)azetidine-1-carboxylate ClC=1C(=NC(=NC1)N[C@H]1[C@@H](COCC1)O)C=1C=NN2C1C=CC(=C2)C2CN(C2)C(=O)OC(C)(C)C